[B-](C(F)(F)F)(F)(F)F.[K+] Potassium trifluoro(trifluoromethyl)borate